C(C1=CC=CC=C1)OC1=CC=CC=2C(=C(OC21)C=O)C 7-(benzyloxy)-3-methyl-1-benzofuran-2-carbaldehyde